N(C(=N)N)C1=CC=C(C(=O)O)C=C1 4-guanidinobenzoic acid